NC1=C(C=2C(=NC(=C3C2OCC3)OCC3(CC3)NC)N1C1=C(C(=CC=C1C)O)C)C(=O)N 7-Amino-6-(3-hydroxy-2,6-dimethylphenyl)-4-({[(methylamino)cyclopropyl]methyl}oxy)-2,3-dihydrofuro[2,3-d]pyrrolo[2,3-b]pyridine-8-carboxamide